O[C@H](COC=1C=C(C=CC1)S(=O)(=O)NC)CN[C@H]1COC2(C1)CCN(CC2)S(=O)(=O)C2=CC1=C(OCCN1C)N=C2OC 3-((S)-2-hydroxy-3-((R)-8-(6-methoxy-1-methyl-2,3-dihydro-1H-pyrido[2,3-b][1,4]oxazin-7-ylsulfonyl)-1-oxa-8-azaspiro[4.5]decan-3-ylamino)propoxy)-N-methylbenzenesulfonamide